bis(2,4-di-sec-butylphenyl)pentaerythritol diphosphite OP(O)OP(O)O.C(C)(CC)C1=C(C=CC(=C1)C(C)CC)C(O)(C(CO)(CO)CO)C1=C(C=C(C=C1)C(C)CC)C(C)CC